C(C)(=O)N1CC(C1)N1N=CC(=C1)C(C)(O)C1=CC(=C2[C@](N(C(C2=C1)=O)CC1=NC=C(C=C1)Cl)(OC)C1=CC=C(C=C1)Cl)F (3R)-6-{1-[1-(1-Acetylazetidin-3-yl)-1H-pyrazol-4-yl]-1-hydroxyethyl}-3-(4-chlorophenyl)-2-[(5-chloropyridin-2-yl)methyl]-4-fluoro-3-methoxy-2,3-dihydro-1H-isoindol-1-on